3-(2-(ethyl (methyl) amino) ethyl)-1H-indol-7-yl acetate C(C)(=O)OC=1C=CC=C2C(=CNC12)CCN(C)CC